4-[4-(2-methoxyethoxy)-2-oxo-2,3-dihydro-1H-1,3-benzodiazol-1-yl]cyclohexane-1-carboxylic acid methyl ester COC(=O)C1CCC(CC1)N1C(NC2=C1C=CC=C2OCCOC)=O